Dimethylchloroindium C[In](Cl)C